C(#N)C1CCC2=C(C=CC=C12)C1=C(C=C2C(=N1)C(=NN2CC2=CC=C(C=C2)OC)C=2C=CC(=NC2)C2CN(CC2)C(=O)OC(C)(C)C)OC tert-Butyl 3-(5-(5-(1-cyano-2,3-dihydro-1H-inden-4-yl)-6-methoxy-1-(4-methoxybenzyl)-1H-pyrazolo[4,3-b]pyridin-3-yl)pyridin-2-yl)pyrrolidine-1-carboxylate